FC1CN(C1)C(=O)NC1=CC(=C(C=C1)F)N1N=C2N=CC(=CC2=C1)C(F)(F)F 3-fluoro-N-{4-fluoro-3-[5-(trifluoromethyl)-2H-pyrazolo[3,4-b]pyridin-2-yl]phenyl}azetidine-1-carboxamide